2-[6-(ethoxycarbonyl)-2,4-dioxo-1-(2-phenylethyl)-1H,2H,3H,4H-thieno[2,3-d]pyrimidin-3-yl]acetic acid C(C)OC(=O)C1=CC2=C(N(C(N(C2=O)CC(=O)O)=O)CCC2=CC=CC=C2)S1